methyl 2-((tert-butoxycarbonyl) amino)-7-((4'-(dimethylamino)-[1,1'-biphenyl]-3-yl) oxy)-1,2,3,4-tetrahydronaphthalene-2-carboxylate C(C)(C)(C)OC(=O)NC1(CC2=CC(=CC=C2CC1)OC=1C=C(C=CC1)C1=CC=C(C=C1)N(C)C)C(=O)OC